3-{4-Amino-3-[4-(2-fluoro-3-methoxy-phenoxy)-phenyl]-7-methoxy-pyrazolo[4,3-c]pyridin-1-yl}-cyclohexanol NC1=NC=C(C2=C1C(=NN2C2CC(CCC2)O)C2=CC=C(C=C2)OC2=C(C(=CC=C2)OC)F)OC